5-(N-isobutanesulfonyl)amino-3-(1,4,5,6,7,8,9-heptahydroquinolizin-2-yl)-benzofuran methanesulfonate CS(=O)(=O)O.C(C(C)C)S(=O)(=O)NC=1C=CC2=C(C(=CO2)C=2CC3CCCCN3CC2)C1